oxazinan-3-one O1NC(CCC1)=O